ClC=1C=C(C=CC1)C(CO)NC(=O)C1=CN(C=C1)C1=NC(=NC=C1C)NC1=CC(=C(C=C1)F)N1CCOCC1 N-(1-(3-chloro-phenyl)-2-hydroxy-ethyl)-1-(2-((4-fluoro-3-morpholino-phenyl)amino)-5-methyl-pyrimidin-4-yl)-1H-pyrrole-3-carboxamide